O=C1NC(CCC1N1C(C2=CC=CC(=C2C1=O)OCC(=O)NCCOCCOCCOCCO)=O)=O 2-((2-(2,6-dioxopiperidin-3-yl)-1,3-dioxoisoindolin-4-yl)oxy)-N-(2-(2-(2-(2-hydroxyethoxy)ethoxy)-ethoxy)ethyl)acetamide